FC(C(=O)O)(F)F.NCC(CN1N=CN(C1=O)C=1C(=C(C=CC1)N1C(CCC2=CC=CC(=C12)C)=O)C)=C(F)F [3-[1-[2-(aminomethyl)-3,3-difluoro-allyl]-5-oxo-1,2,4-triazol-4-yl]-2-methyl-phenyl]-8-methyl-3,4-dihydro-1H-quinolin-2-one trifluoroacetate